(RS)-N-(2-((3-fluoro-5-chloropyridin-2-yl)oxy)propyl)-5-chloro-2-methyl-6-difluoromethylpyrimidin-4-amine FC=1C(=NC=C(C1)Cl)O[C@@H](CNC1=NC(=NC(=C1Cl)C(F)F)C)C |r|